caproic acid methyl-methacrylate tert-butyl-(S)-3-(1-(4-fluorophenyl)-3,4-dihydroisoquinolin-2(1H)-yl)-2-oxa-4,9-diazaspiro[5.5]undec-3-ene-9-carboxylate C(C)(C)(C)OC(=O)N1CCC2(CN=C(OC2)N2[C@H](C3=CC=CC=C3CC2)C2=CC=C(C=C2)F)CC1.COC(C(=C)C)=O.C(CCCCC)(=O)O